C(CCC)O[Zr](OCCCC)(OCCCC)OCCCC tetrabutoxyzirconium